CC(C(C)C)N N-(1,2-dimethylpropyl)amine